(R)-4-(2-(4-(cyclopropylcarbonyl)-2-fluorophenyl)-2H-chromen-8-yl)piperidine-1-carboxylic acid tertButyl ester C(C)(C)(C)OC(=O)N1CCC(CC1)C=1C=CC=C2C=C[C@@H](OC12)C1=C(C=C(C=C1)C(=O)C1CC1)F